CC=1C=C2C(=CNC2=CC1)C=1N=C(SC1)N 4-(5-methyl-1H-indol-3-yl)thiazol-2-amine